2-azabicyclo[3.1.1]Heptane-3-carboxylic acid methyl ester COC(=O)C1NC2CC(C1)C2